(E)-2-(2,6-dimethoxy-4-(2-(2-methylbiphenyl-3-yl)vinyl)benzylamino)-6-hydroxybenzoic acid COC1=C(CNC2=C(C(=O)O)C(=CC=C2)O)C(=CC(=C1)\C=C\C=1C(=C(C=CC1)C1=CC=CC=C1)C)OC